[Ir]=[Te] Iridium telluride